5-(4-((S)-2-((S)-2-(6-(2,5-dioxo-2,5-dihydro-1H-pyrrol-1-yl)hexanamido)-3-methylbutanamido)-5-ureidopentanamido)phenyl)-2-methylpentanoic acid O=C1N(C(C=C1)=O)CCCCCC(=O)N[C@H](C(=O)N[C@H](C(=O)NC1=CC=C(C=C1)CCCC(C(=O)O)C)CCCNC(=O)N)C(C)C